2-acryloxy-ethyltrimethylammonium chloride [Cl-].C(C=C)(=O)OCC[N+](C)(C)C